6-[6-methoxy-5-({[2-(propane-1-sulfonyl)phenyl]methyl}-carbamoyl)pyridin-3-yl]-N-methyl-1H-indazole-3-carboxamide COC1=C(C=C(C=N1)C1=CC=C2C(=NNC2=C1)C(=O)NC)C(NCC1=C(C=CC=C1)S(=O)(=O)CCC)=O